FC1(CN(CCC1)C(=O)OC(C)(C)C)CO Tert-butyl 3-fluoro-3-(hydroxymethyl)piperidine-1-carboxylate